N-(3-(5-chloro-1H-indol-3-yl)propyl)-4-(3-(2-methyl-1H-imidazol-1-yl)propoxy)benzenesulfonamide ClC=1C=C2C(=CNC2=CC1)CCCNS(=O)(=O)C1=CC=C(C=C1)OCCCN1C(=NC=C1)C